N-(4-bromophenyl)-[4,4'-bipiperidine]-1-carboxamide trifluoroacetate FC(C(=O)O)(F)F.BrC1=CC=C(C=C1)NC(=O)N1CCC(CC1)C1CCNCC1